C(N)(=O)[C@@H]1C[C@]2(CN1C([C@H](CC1CC1)N(C(OC(C)(C)C)=O)C)=O)OC1=C(CNC2=O)N=CC=C1 t-butyl ((S)-1-((2R,5'S)-5'-carbamoyl-3-oxo-4,5-dihydro-3H-spiro[pyrido[2,3-f][1,4]oxazepine-2,3'-pyrrolidin]-1'-yl)-3-cyclopropyl-1-oxopropan-2-yl)(methyl)carbamate